C1(CC1)N1CCN(CC1)C1CCN(CC1)C1CCN(CC1)C1=C(C=C(C(=C1)OC)NC1=NC=NC(=C1)N1OCC[C@@H]1C1=CC(=CC=C1)OC1=CC=CC=C1)NC(C=C)=O (R)-N-(2-(4-(4-cyclopropylpiperazin-1-yl)-[1,4'-bipiperidin]-1'-yl)-4-methoxy-5-((6-(3-(3-phenoxy-phenyl)isoxazolidin-2-yl)pyrimidin-4-yl)amino)-phenyl)acrylamide